CC1=NC(=NO1)C=1C=C(C(=O)N[C@@H]2CN(CCC2)C(=O)OC(C)(C)C)C=CC1 tert-Butyl (3S)-3-[[3-(5-methyl-1,2,4-oxadiazol-3-yl)benzoyl]amino]piperidine-1-carboxylate